N=1C=CN2N=C(C=CC21)C2=CNC=1N=C(N=CC12)NC1CCC(CC1)NC(C)=O N-((1s,4s)-4-((5-(imidazo[1,2-b]pyridazin-6-yl)-7H-pyrrolo[2,3-d]pyrimidin-2-yl)amino)cyclohexyl)acetamide